FC=1C=C(C=CC1F)C(C(=O)N1C[C@]2(CC1)NC1=NC(=C(C=C1CC2)C2=NC=CC=N2)C)C 2-(3,4-difluorophenyl)-1-[(2S)-7-methyl-6-(pyrimidin-2-yl)-3,4-dihydro-1H-spiro[1,8-naphthyridine-2,3'-pyrrolidin]-1'-yl]propan-1-one